COC=1C(=C2C=CN(C2=C(C1)C)C(=O)OC(C)(C)C)CN1C(CN(C(C1)C)C)C1=CC=C(C=C1)C(=O)OC tert-Butyl 5-methoxy-4-((2-(4-(methoxycarbonyl)phenyl)-4,5-dimethylpiperazin-1-yl)methyl)-7-methyl-1H-indole-1-carboxylate